CC1(CCC(CC1)C1=CC=C(C(=O)NC2=CC(=C(C=C2)O)NS(=O)(=O)C2=CC=C(C=C2)F)C=C1)C 4-(4,4-dimethylcyclohexyl)-N-(3-((4-fluorophenyl)sulphonamido)-4-hydroxyphenyl)benzamide